(3Z)-3-Decen-1-ol C(C\C=C/CCCCCC)O